dimethylethoxy(aminopropyl)silane C[Si](CCCN)(OCC)C